CC1=CC(=CN=N1)C=1C=C2N(N=CC=C2N2CC3CCC(C2)N3C(=O)OC(C)(C)C)C1 tert-butyl 3-(6-(6-methylpyridazin-4-yl) pyrrolo[1,2-b]pyridazin-4-yl)-3,8-diazabicyclo[3.2.1]octane-8-carboxylate